ClC=1C(=C(CN2[C@@H](C[C@@](CC2)(C(=O)O)CC2=NC(=C(C(=C2F)C(C)(F)F)F)NC2=NNC(=C2)C)C)C=CC1)F (2R,4R)-1-(3-chloro-2-fluorobenzyl)-4-((4-(1,1-difluoroethyl)-3,5-difluoro-6-((5-methyl-1H-pyrazol-3-yl)amino)pyridin-2-yl)methyl)-2-methylpiperidine-4-carboxylic acid